ClCC(=O)NC(C)C1(CCN(CC1)C(=O)OC(C)(C)C)O tert-butyl 4-(1-(2-chloroacetamido) ethyl)-4-hydroxypiperidine-1-carboxylate